O[C@H]1[C@@H](O[C@@H]([C@H]1O)CO)[N+]1=CC(=CC=C1)C(=O)OCCN1C(N(C=2N=CN(C2C1=O)CCCCC)C)=O 1-((2R,3R,4S,5R)-3,4-dihydroxy-5-(hydroxymethyl)tetrahydrofuran-2-yl)-3-((2-(3-methyl-2,6-dioxo-7-pentyl-2,3,6,7-tetrahydro-1H-purin-1-yl)ethoxy)carbonyl)pyridin-1-ium